COC([C@@H](NC(F)F)CCSC)=O difluoromethyl-methionine methyl ester